(R,E)-N-(7-methoxy-4-((2',4',6-trifluoro-4-methoxy-[1,1'-biphenyl]-3-yl)amino)quinazolin-6-yl)-3-(1-methyl-pyrrolidin-2-yl)acrylamide COC1=C(C=C2C(=NC=NC2=C1)NC=1C=C(C(=CC1OC)F)C1=C(C=C(C=C1)F)F)NC(\C=C\[C@@H]1N(CCC1)C)=O